(3-morpholinoazetidin-1-yl)Methanone O1CCN(CC1)C1CN(C1)C=O